(3-chlorobenzoylamino)-1,2,3-thiadiazole-4-carboxylic acid ethyl ester C(C)OC(=O)C=1N=NSC1NC(C1=CC(=CC=C1)Cl)=O